6-(benzyloxy)-2-chloro-4-phenylquinoline C(C1=CC=CC=C1)OC=1C=C2C(=CC(=NC2=CC1)Cl)C1=CC=CC=C1